methyl-amine ((2S,6R)-6-(4-benzoylamino-2-oxopyrimidin-1(2H)-yl)morpholin-2-yl)benzoate C(C1=CC=CC=C1)(=O)NC1=NC(N(C=C1)[C@@H]1O[C@H](CNC1)OC(C1=CC=CC=C1)=O)=O.CN